4-(4-phenylbutyl)pyridine C1(=CC=CC=C1)CCCCC1=CC=NC=C1